3-(4-((2-(4-(7-(3-(7-(4-(2-hydroxyethyl)piperazin-1-yl)-2-methyl-3-phenyl-pyrazolo[1,5-a]pyrimidin-5-yl)phenyl)heptyl)piperazin-1-yl)-2-oxoethyl)amino)phenyl)-piperidine-2,6-dione OCCN1CCN(CC1)C1=CC(=NC=2N1N=C(C2C2=CC=CC=C2)C)C=2C=C(C=CC2)CCCCCCCN2CCN(CC2)C(CNC2=CC=C(C=C2)C2C(NC(CC2)=O)=O)=O